N-(8-(methylamino)-5-((4-(oxetan-2-ylmethoxy)phenyl)ethynyl)-2,7-naphthyridin-3-yl)cyclopropanecarboxamide CNC=1N=CC(=C2C=C(N=CC12)NC(=O)C1CC1)C#CC1=CC=C(C=C1)OCC1OCC1